1-chloro-1,1,2,2-tetramethyl-2-(4-phenyl-1H-inden-1-yl)disilane Cl[Si]([Si](C1C=CC2=C(C=CC=C12)C1=CC=CC=C1)(C)C)(C)C